N-{(6R,7aR)-2-[4-(2,6-difluorophenyl)-5-fluoro-1,2-benzoxazol-3-yl]-7,7-difluoro-3-oxohexahydro-1H-pyrrolo[1,2-c]imidazol-6-yl}ethanesulfonamide FC1=C(C(=CC=C1)F)C1=C(C=CC2=C1C(=NO2)N2C(N1[C@H](C2)C([C@@H](C1)NS(=O)(=O)CC)(F)F)=O)F